ethyl 3-(quinolin-4-yl)isonicotinate N1=CC=C(C2=CC=CC=C12)C1=C(C(=O)OCC)C=CN=C1